4,4-difluorotetrahydrofuran-3-ylbenzoate FC1(C(COC1)OC(C1=CC=CC=C1)=O)F